C(C)OC(=O)C=1OC2=C(C1C)C=C(C=C2)S(N(CCC2=CC=CC=C2)C2=CC=CC=C2)(=O)=O 5-(N-phenyl-N-phenethylsulfamoyl)-3-methylbenzofuran-2-carboxylic acid ethyl ester